8-(Pyrrolidine-1-carbonyl)-3-(2-(trifluoromethoxy)ethyl)imidazo[5,1-d][1,2,3,5]tetrazin-4(3H)-one N1(CCCC1)C(=O)C=1N=CN2C1N=NN(C2=O)CCOC(F)(F)F